6-(Cyclopropanamido)-N-ethoxy-4-((2-methoxy-3-(1-(tetrahydro-2H-pyran-2-yl)-1H-1,2,4-triazol-3-yl)phenyl)amino)pyridazine-3-carboxamide C1(CC1)C(=O)NC1=CC(=C(N=N1)C(=O)NOCC)NC1=C(C(=CC=C1)C1=NN(C=N1)C1OCCCC1)OC